C(C)(C)(C)OC(=O)N1C=NC(=C1)[C@@H](C)C1=C(C(=CC=C1)C)C tert-butyl-4-[(1S)-1-(2,3-dimethylphenyl)ethyl]-1H-imidazole-1-carboxylate